hydroxymonoiodobenzamide OC1=C(C(=O)N)C=CC(=C1)I